Cl.C1(=CC=CC=C1)C(N1C=NC(=C1)C(N)=N)(C1=CC=CC=C1)C1=CC=CC=C1 1-(triphenylmethyl)imidazole-4-carboximidamide hydrochloride